ClC=1C(=C(C=CC1)NCC(=O)N1[C@H]2CC([C@@H]([C@@H]1C(=O)N[C@H](C[C@H]1C(NCC1)=O)\C=C(\S(=O)(=O)C)/F)CC2)(F)F)C (1R,3R,4R)-2-((3-chloro-2-methylphenyl)glycyl)-5,5-difluoro-N-((R,E)-4-fluoro-4-(methylsulfonyl)-1-((S)-2-oxopyrrolidin-3-yl)but-3-en-2-yl)-2-azabicyclo[2.2.2]octane-3-carboxamide